3-(3-(4-methoxybenzyl)-4-oxo-3,4-dihydroquinazolin-8-yl)-1-methyl-4-(trifluoromethyl)-N-(2-(trifluoromethyl)pyridin-4-yl)-1H-pyrazole-5-carboxamide COC1=CC=C(CN2C=NC3=C(C=CC=C3C2=O)C2=NN(C(=C2C(F)(F)F)C(=O)NC2=CC(=NC=C2)C(F)(F)F)C)C=C1